C[C@@H](C(=O)N[C@@H](CC(=O)O)C(=O)CF)NC(=O)[C@H](C(C)C)NC(=O)CCCC[C@H]1[C@@H]2[C@H](CS1)NC(=O)N2 The molecule is a cell permeable inhibitor for caspase proteases. It has a role as a protease inhibitor. It contains a biotinyl group.